NC1CCC(CC1)NC1=NC=2N(C(=C1)NC1=CC=C(C=C1)S(=O)(=O)N)N=CN2 4-({5-[(4-aminocyclohexyl)amino][1,2,4]triazolo[1,5-a]pyrimidin-7-yl}amino)benzenesulfonamide